ethyl (S)-3-(5-bromo-2,3-difluorophenyl)-3-(((R)-tert-butylsulfinyl)amino)propanoate BrC=1C=C(C(=C(C1)[C@H](CC(=O)OCC)N[S@](=O)C(C)(C)C)F)F